N[C@H]1[C@H](C[C@@H](OC1)C(=O)N1[C@H](C2=CC=CC=C2CC1)C1=CC=C(C=C1)F)F ((2R,4S,5R)-5-amino-4-fluorotetrahydro-2H-pyran-2-yl)((S)-1-(4-fluorophenyl)-3,4-dihydroisoquinolin-2(1H)-yl)methanone